((3S,4S)-4-(3-chlorophenyl)piperidin-3-yl)-N-methyl-1H-imidazole-2-carboxamide ClC=1C=C(C=CC1)[C@H]1[C@@H](CNCC1)N1C(=NC=C1)C(=O)NC